C(C)(C)(C)OC(=O)N1CC(C=C([C@H]1CO[Si](C)(C)C(C)(C)C)C)=O (S)-6-(((tert-butyldimethylsilyl)oxy)methyl)-5-methyl-3-oxo-3,6-dihydropyridine-1(2H)-carboxylic acid tert-butyl ester